tert-butyl 4-(2-(((1R,4R)-4-(4-amino-3-(difluoromethyl)-1H-pyrazol-1-yl)cyclohexyl)methoxy)ethyl)piperidine-1-carboxylate NC=1C(=NN(C1)C1CCC(CC1)COCCC1CCN(CC1)C(=O)OC(C)(C)C)C(F)F